CC1=C(NC2=NN(C=3C2=NC=C(C3)C=NC(C(=O)O)C(C)O)C)C=CC=C1C1=CC=CC=C1 2-((3-(2-methyl-3-phenylanilino)-1-methylpyrazolo[4,5-b]pyridin-6-ylmethylene)amino)-3-hydroxybutyric acid